COCC1N(CCCCN(C(CNCCCN(CCNC1)C)C)C)COC bis(methoxymethyl)-7,13,14-trimethyl-1,4,7,11,14-pentaazacyclooctadecane